5-[rac-(2R)-2-[[4-(2-Chloro-4-fluoro-phenyl)-7-quinolyl]oxy]propanoyl]-5-azaspiro[2.5]octane ClC1=C(C=CC(=C1)F)C1=CC=NC2=CC(=CC=C12)O[C@@H](C(=O)N1CC2(CC2)CCC1)C |r|